FS(=O)(=O)OC1=CC=C(OCC2=CC=C(C(=O)O)C=C2)C=C1 4-((4-((fluorosulfonyl)oxy)phenoxy)methyl)benzoic acid